The molecule is a steroid acid anion that is the conjugate base of (25R)-Delta(4)-dafachronic acid, obtained by deprotonation of the carboxy group; major species at pH 7.3. It is a conjugate base of a (25R)-Delta(4)-dafachronic acid. C[C@H](CCC[C@@H](C)C(=O)[O-])[C@H]1CC[C@@H]2[C@@]1(CC[C@H]3[C@H]2CCC4=CC(=O)CC[C@]34C)C